tartaric acid potassium tartrate C(=O)([O-])C(O)C(O)C(=O)[O-].[K+].C(C(O)C(O)C(=O)O)(=O)O.[K+]